2-(6-Chloro-benzothiazol-2-ylamino)-1-methyl-1H-benzoimidazole-5-carboxylic acid [2-(3-hydroxy-pyrrolidin-1-yl)-2-oxo-ethyl]-amide OC1CN(CC1)C(CNC(=O)C1=CC2=C(N(C(=N2)NC=2SC3=C(N2)C=CC(=C3)Cl)C)C=C1)=O